8-iodo-5-Methoxyimidazo[1,2-a]pyridine IC=1C=2N(C(=CC1)OC)C=CN2